ClC1=CC=C(C=N1)NC1=NC=CC2=CC(=CC=C12)OCC1CC(C1)(F)F N-(6-chloropyridin-3-yl)-6-((3,3-difluorocyclobutyl)methoxy)isoquinolin-1-amine